tert-butyl (S)-2-(4-(4-(4-aminobut-2-yn-1-yl)phenyl)-2,3,9-trimethyl-6H-thieno[3,2-f][1,2,4]triazolo[4,3-a][1,4]diazepin-6-yl)acetate NCC#CCC1=CC=C(C=C1)C1=N[C@H](C=2N(C3=C1C(=C(S3)C)C)C(=NN2)C)CC(=O)OC(C)(C)C